(R)-1-(pyrimidin-5-ylcarbamoyl)-6-azaspiro[2.5]octane-6-carboxylate N1=CN=CC(=C1)NC(=O)[C@@H]1CC12CCN(CC2)C(=O)[O-]